4-(1-(3-(1-(2-(2,6-dioxopiperidin-3-yl)-1,3-dioxoisoindolin-5-yl)piperidin-4-yl)propyl)piperidin-4-yl)-N-(2-(((S)-2-methylpyrrolidin-1-yl)methyl)-1H-benzo[d]imidazol-5-yl)benzamide O=C1NC(CCC1N1C(C2=CC=C(C=C2C1=O)N1CCC(CC1)CCCN1CCC(CC1)C1=CC=C(C(=O)NC2=CC3=C(NC(=N3)CN3[C@H](CCC3)C)C=C2)C=C1)=O)=O